C(C)(C)(C)OC(=O)N1C2C=C(CC1CC2)C=2C=CC=1N(C2)N=C(N1)C1=CC(=C(C=C1)OC)OC 3-(2-(3,4-Dimethoxyphenyl)-[1,2,4]triazolo[1,5-a]pyridin-6-yl)-8-azabicyclo[3.2.1]oct-2-ene-8-carboxylic acid tert-butyl ester